4-(2-(but-2-ynoyl)isoindolin-5-yl)-5-fluoro-2,3-dimethyl-1H-indole-7-carboxamide C(C#CC)(=O)N1CC2=CC=C(C=C2C1)C1=C2C(=C(NC2=C(C=C1F)C(=O)N)C)C